titanium di-oxide [O-2].[O-2].[Ti+4]